N[C@H]1[C@@H]2N(C[C@H]1CC2)C(=O)C2=CC1=C(N(C(=N1)C=1N(C3=CC(=CC=C3C1)C1=CC=C(C=C1)S(=O)(=O)N)CC1CC1)C)C(=C2)OC 4-(2-{5-[(1R,4R,7R)-7-amino-2-azabicyclo[2.2.1]heptane-2-carbonyl]-7-methoxy-1-methyl-1H-1,3-benzodiazol-2-yl}-1-(cyclopropylmethyl)-1H-indol-6-yl)benzene-1-sulfonamide